FC1=C(C=C(C=C1)C1=CC(=C(C=C1)OC)NC1=NC=NC2=CC(=C(C=C12)OC1CCN(CC1)C(C=C)=O)OC)O 1-(4-((4-((4'-fluoro-3'-hydroxy-4-methoxy-[1,1'-biphenyl]-3-yl)amino)-7-methoxyquinazolin-6-yl)oxy)piperidin-1-yl)prop-2-en-1-one